F[SiH3] Fluorosilane